N1=NC(=CC2=C1C1=C(CCC2)C=CC=C1)N1N=C(N=C1N)NC=1C=CC2=C(CCC(CC2)NC2C3CCC(C2)C3)C1 1-(6,7-dihydro-5H-benzo[6,7]cyclohepta[1,2-c]pyridazin-3-yl)-N3-(7-((bicyclo[2.2.1]heptan-2-yl)amino)-6,7,8,9-tetrahydro-5H-benzo[7]annulene-2-yl)-1H-1,2,4-triazole-3,5-diamine